BrC=1C=C2C=CC(=CC2=CC1)C=1N=CC2=C(N1)C1=C(S2)C=CC=C1 2-(6-bromonaphthalen-2-yl)benzo[4,5]Thieno[3,2-d]Pyrimidine